6-[1-benzyl-5-(6-methyl-2-pyridyl)triazol-4-yl]-3-[4-(4-methylpiperazin-1-yl)-1-piperidyl]quinoline C(C1=CC=CC=C1)N1N=NC(=C1C1=NC(=CC=C1)C)C=1C=C2C=C(C=NC2=CC1)N1CCC(CC1)N1CCN(CC1)C